rel-(R)-(4-(Pyridin-4-yl)-1,3-dihydroisobenzofuran-1-yl)methanamine hydrochloride salt Cl.N1=CC=C(C=C1)C1=C2CO[C@H](C2=CC=C1)CN |o1:11|